[(3R)-4-[(3-amino-3-oxo-propyl)amino]-3-[(E)-3-(1H-indol-3-yl)prop-2-enoyl]oxy-2,2-dimethyl-4-oxo-butyl] (E)-3-(1H-indol-3-yl)prop-2-enoate N1C=C(C2=CC=CC=C12)/C=C/C(=O)OCC([C@H](C(=O)NCCC(=O)N)OC(\C=C\C1=CNC2=CC=CC=C12)=O)(C)C